O=C(CNC(C1=CC=C(C=C1)N[C@@H]1C[C@@H](N(C2=CC=CC=C12)C(CC)=O)C)=O)CNC(C1=CC=C(C=C1)N[C@@H]1C[C@@H](N(C2=CC=CC=C12)C(CC)=O)C)=O N,N'-(2-Oxopropane-1,3-diyl)bis(4-{[(2S,4R)-2-methyl-1-propionyl-1,2,3,4-tetrahydroquinolin-4-yl]amino}benzamide)